trans-5-(2-(4-fluoro-3-(2-methoxyethoxy)phenyl)cyclopropyl)-2,2'-bipyrimidine FC1=C(C=C(C=C1)[C@H]1[C@@H](C1)C=1C=NC(=NC1)C1=NC=CC=N1)OCCOC